C(C)S(=O)(=O)C=1N=C2N(C=CC=C2N(C)C)C1C1=NC=2C(=NC=C(C2)C(F)(F)F)N1C 2-(ethylsulfonyl)-N,N-dimethyl-3-(3-methyl-6-(trifluoromethyl)-3H-imidazo[4,5-b]pyridin-2-yl)imidazo[1,2-a]pyridin-8-amine